(R)-2-chloro-3-(4-chloro-2',3',4',5',6,6'-hexafluoro-[1,1'-biphenyl]-3-yl)propanoic acid Cl[C@@H](C(=O)O)CC=1C=C(C(=CC1Cl)F)C1=C(C(=C(C(=C1F)F)F)F)F